2,4,6-tris(α-hydroxyisopropyl)phenyl 3-α-hydroxyisopropylbenzoate OC(C)(C)C=1C=C(C(=O)OC2=C(C=C(C=C2C(C)(C)O)C(C)(C)O)C(C)(C)O)C=CC1